N-(4-(4-(azetidine-3-carbonyl)piperazine-1-carbonyl)-3-chlorophenyl)-5-(1-cyclopropyl-3-(trifluoromethyl)-1H-pyrazol-4-yl)-1-methyl-1H-imidazole-2-carboxamide hydrochloride Cl.N1CC(C1)C(=O)N1CCN(CC1)C(=O)C1=C(C=C(C=C1)NC(=O)C=1N(C(=CN1)C=1C(=NN(C1)C1CC1)C(F)(F)F)C)Cl